3-[2-(2-ethylpiperidin-1-yl)-2-oxoethyl]-5-methyl-5-(naphthalen-2-yl)imidazolidine-2,4-dione C(C)C1N(CCCC1)C(CN1C(NC(C1=O)(C1=CC2=CC=CC=C2C=C1)C)=O)=O